2,5,8,11,14,17-hexaoxanonadecan-19-yl 4-methylbenzenesulfonate CC1=CC=C(C=C1)S(=O)(=O)OCCOCCOCCOCCOCCOCCOC